CN1C=C(C2=CC=CC=C12)C1=NC=NC2=CC(=CC=C12)C=1C=NN(C1)C 4-(1-methyl-1H-indol-3-yl)-7-(1-methyl-1H-pyrazol-4-yl)quinazoline